O(C1=CC=CC=C1)C(C(F)(F)F)C(F)(F)F phenoxyhexafluoropropane